(R)-2-(2-Fluoro-5-isopropyl-8-oxothieno[2',3':4,5]pyrrolo[1,2-d][1,2,4]triazin-7(8H)-yl)-N-(piperidin-3-yl)acetamide hydrochloride Cl.FC1=CC2=C(C=C3N2C(=NN(C3=O)CC(=O)N[C@H]3CNCCC3)C(C)C)S1